1-AMINO-2-PROPANOL NCC(C)O